methyl 1-tert-butoxycarbonyl-azetidine-2-carboxylate C(C)(C)(C)OC(=O)N1C(CC1)C(=O)OC